2-methyl-N-(1-(3-phenylbicyclo[1.1.1]pentan-1-yl)but-3-en-1-yl)propane-2-sulfinamide CC(C)(C)S(=O)NC(CC=C)C12CC(C1)(C2)C2=CC=CC=C2